FC(S(=O)(=O)O)(F)F.CCCCCCCCCC decane trifluoromethanesulfonate